FC(C(OC([2H])([2H])[2H])C=1C(=C2C(=NN(C2=CC1)C([2H])([2H])[2H])N)OC)F 5-(2,2-Difluoro-1-(methoxy-d3)ethyl)-4-methoxy-1-(methyl-d3)-1H-indazol-3-amine